N1CC=CC=2C(=CC=CC12)C(=O)N dihydroquinoline-5-carboxamide